3-(6-chloro-1H-benzo[d]imidazol-2-yl)-4-methyl-4-propylcyclopent-2-en-1-one ClC=1C=CC2=C(NC(=N2)C2=CC(CC2(CCC)C)=O)C1